ClC1=CC2=C(C=N1)C=C(N2C)C2=NC=NC(=C2)CC 6-chloro-2-(6-ethylpyrimidin-4-yl)-1-methyl-pyrrolo[3,2-c]Pyridine